(2-[(3aS,4S,6S,7aR)-3a,5,5-trimethylhexahydro-2H-4,6-methano-1,3,2-benzodioxaborol-2-yl]cyclopropyl)benzoate C[C@]12[C@H](OB(O1)C1C(C1)OC(C1=CC=CC=C1)=O)C[C@H]1C([C@@H]2C1)(C)C